tert-Butyl ((S)-1-(((S)-1-(((S)-1-amino-1-oxo-3-((S)-2-oxopyrrolidin-3-yl)propan-2-yl)amino)-3-cyclohexyl-1-oxopropan-2-yl)amino)-3,3-dimethyl-1-oxobutan-2-yl)carbamate NC([C@H](C[C@H]1C(NCC1)=O)NC([C@H](CC1CCCCC1)NC([C@H](C(C)(C)C)NC(OC(C)(C)C)=O)=O)=O)=O